CCCCCCOC(=O)C(C)(CO)CO hexyl dimethylolpropionate